(R)-3-hydroxy-1-methyl-3-((4-methyl-3-(4,4,5,5-tetramethyl-1,3,2-dioxaborolan-2-yl)phenyl)ethynyl)pyrrolidin-2-one O[C@@]1(C(N(CC1)C)=O)C#CC1=CC(=C(C=C1)C)B1OC(C(O1)(C)C)(C)C